(R)-2-(4,4-difluoroazepan-1-yl)-4-methyl-N3-(3-(S-methylsulfonimidoyl)phenyl)pyridine-3,5-dicarboxamide FC1(CCN(CCC1)C1=NC=C(C(=C1C(=O)NC1=CC(=CC=C1)[S@@](=O)(=N)C)C)C(=O)N)F